(3S)-3-({1-cyclopentyl-5-[2-(trifluoromethyl)phenyl]-1H-pyrazol-3-yl}formamido)-5-[(3S)-3-fluoropiperidin-1-yl]pentanoic acid C1(CCCC1)N1N=C(C=C1C1=C(C=CC=C1)C(F)(F)F)C(=O)N[C@H](CC(=O)O)CCN1C[C@H](CCC1)F